tert-Butyl 5-bromo-3-fluoropicolinate BrC=1C=C(C(=NC1)C(=O)OC(C)(C)C)F